1,4-bis[4-(3-aminophenoxy)benzoyl]benzene NC=1C=C(OC2=CC=C(C(=O)C3=CC=C(C=C3)C(C3=CC=C(C=C3)OC3=CC(=CC=C3)N)=O)C=C2)C=CC1